(E)-N-(7-(2-(4,4-Difluorocyclohexyl)vinyl)-4-fluoro-2,3-dihydrobenzofuran-5-yl)acrylamide FC1(CCC(CC1)/C=C/C1=CC(=C(C=2CCOC21)F)NC(C=C)=O)F